methyl-3-heptanone CCCC(CCCC)=O